3-hexenyl cis-acetate C(C)(=O)OCCC=CCC